[Na].N1=C(N=C(N=C1S)S)S 1,3,5-Triazine-2,4,6-trithiol monosodium salt